1-[6-(difluoromethyl)pyridin-3-yl]ethanone FC(C1=CC=C(C=N1)C(C)=O)F